C(\C=C/C(=O)[O-])(=O)OC(C)(C)C tertiary butyl maleate